COC=1C=2N(C=C(C1)C=1C=NN(C1C)C1CN(C1)[C@@H]1CNCCC1)N=CC2C#N 4-methoxy-6-(5-methyl-1-[1-[(3S)-piperidin-3-yl]azetidin-3-yl]pyrazol-4-yl)pyrazolo[1,5-a]pyridine-3-carbonitrile